BrC=1C=C2C(=CC(OC2=CC1O)=O)C1OCOCC1 4-[6-bromo-7-hydroxycoumarin-4-yl]-1,3-dioxane